P(=O)(O)(OCCOC(C=C)=O)OC1=CC=CC=C1 acryloyloxyethyl phenyl hydrogenphosphate